8-bromo-1-((triisopropylsilyl)ethynyl)isoquinolin-6-ylpivalate BrC=1C=C(C=C2C=CN=C(C12)C#C[Si](C(C)C)(C(C)C)C(C)C)CC(C(=O)[O-])(C)C